OC=1C(=C(C(=CC1)C)N1C=C(C2=C1N=CN=C2)C(=O)N)C 7-(3-hydroxy-2,6-dimethylphenyl)-7H-pyrrolo[2,3-d]pyrimidine-5-carboxamide